COC1=CC=C(C=C1)COC(=O)NC(CCCCCCCNCCC(C)(C)NC([O-])=O)(C)C (4-{[8-({[(4-methoxyphenyl)methoxy]carbonyl}amino)-8-methylnonyl]amino}-2-methylbutan-2-yl)carbamate